IC=1C=C(C=CC1OC)CC(C(C)C)N 1-(3-iodo-4-methoxyphenyl)-3-methylbutan-2-amine